4-methyl-6-butylphenol CC1=CC=C(C(=C1)CCCC)O